3-(4-(4-(Hydroxymethyl)-2-oxopyrrolidin-1-yl)-1-oxoisoindolin-2-yl)-1-((2-(trimethylsilyl)ethoxy)methyl)piperidine-2,6-dione OCC1CC(N(C1)C1=C2CN(C(C2=CC=C1)=O)C1C(N(C(CC1)=O)COCC[Si](C)(C)C)=O)=O